tert-butyl {3-[bis(2-thienylmethyl)amino]-3-oxopropyl}butylcarbamate S1C(=CC=C1)CN(C(CCN(C(OC(C)(C)C)=O)CCCC)=O)CC=1SC=CC1